FC1=C(N)C=CC(=C1CCC1=CC=C2C(=N1)C=NN2)F 2,4-difluoro-3-(2-[1H-pyrazolo[4,3-b]pyridin-5-yl]ethyl)aniline